7-Isopropyl-8-oxo-6-phenyl-5,8-dihydroimidazo[1,2-b]pyridazine-3-carbonitrile C(C)(C)C=1C(C=2N(NC1C1=CC=CC=C1)C(=CN2)C#N)=O